Heptadecan-9-yl (Z)-8-((4-(2-cyano-3,3-dimethylguanidino)butyl)(8-(nonyloxy)-8-oxooctyl)amino)octanoate C(#N)\N=C(\NCCCCN(CCCCCCCC(=O)OC(CCCCCCCC)CCCCCCCC)CCCCCCCC(=O)OCCCCCCCCC)/N(C)C